FC1=CC=C(C=C1)C1=NN=C(O1)C12CC3(CC(CC(C1)C3)C2)NC(=O)C2=NC(=CC=C2)C 6-Methyl-pyridine-2-carboxylic acid {3-[5-(4-fluoro-phenyl)-[1,3,4]oxadiazol-2-yl]-adamantan-1-yl}-amide